NC1=NC=CC=C1C1=NC=2C(=NC(=CC2)C2=CC=CC=C2)N1C1=CC=C(CN2CC3(C2)CC(C3)C(=O)O)C=C1 2-(4-(2-(2-aminopyridin-3-yl)-5-phenyl-3H-imidazo[4,5-b]pyridin-3-yl)benzyl)-2-azaspiro[3.3]heptane-6-carboxylic acid